pentaerythritol tetrakis(beta-mercaptopropionate) SCCC(=O)OCC(COC(CCS)=O)(COC(CCS)=O)COC(CCS)=O